N-((1H-benzo[d]imidazol-6-yl)methyl)-3-((2-(3-(dimethylamino)phenoxy)ethoxy)methyl)-N-(3-methoxybenzyl)aniline N1C=NC2=C1C=C(C=C2)CN(C2=CC(=CC=C2)COCCOC2=CC(=CC=C2)N(C)C)CC2=CC(=CC=C2)OC